BrC1=CC=C(C=N1)N1CCC(CC1)N1CCN(CC1)C 1-(1-(6-bromopyridin-3-yl)piperidin-4-yl)-4-methylpiperazine